((2-(3,7-dimethylocta-2,6-dien-1-yl)-5-pentyl-1,3-phenylene)bis(oxy))bis(methylene) diethyl bis(carbonate) C(OCOC=1C(=C(C=C(C1)CCCCC)OCOC(OCC)=O)CC=C(CCC=C(C)C)C)(OCC)=O